7,25-dihydroxycholesterol OC1[C@H]2[C@@H]3CC[C@H]([C@@H](CCCC(C)(C)O)C)[C@]3(CC[C@@H]2[C@]2(CC[C@@H](CC2=C1)O)C)C